N[C@]1(CN(CC1)C=1C2=C(N=CN1)NC=C2CC)CNC(C2=C(C=C(C=C2)F)F)=O N-[[(3S)-3-amino-1-(5-ethyl-7H-pyrrolo[2,3-d]pyrimidin-4-yl)pyrrolidin-3-yl]methyl]-2,4-difluorobenzamide